BrC1=CC2=CN(N=C2C=C1)C=1C=NC=NC1 5-bromo-2-(pyrimidin-5-yl)-2H-indazole